CC1=CC=C(C(=O)OC[C@]2(O[C@H](C[C@@H]2OC(C2=CC=C(C=C2)C)=O)N2C3=NC(=NC(=C3N=C2)NC2CC2)N)C#C)C=C1 [(2R,3S,5R)-5-[2-amino-6-(cyclopropylamino)purin-9-yl]-2-ethynyl-3-(4-methylbenzoyl)oxy-tetrahydrofuran-2-yl]methyl 4-methylbenzoate